OCCNCC(CCCCCCCCCCCC)O 1-[(2-hydroxyethyl)amino]-tetradecane-2-ol